C(CC)(=O)OC[C@H]1O[C@@]([C@@H]([C@@H]1OC(C(C)C)=O)O)(C#N)C1=CC=C2C(=NC=NN21)N [(2R,3S,4R,5R)-5-{4-aminopyrrolo[2,1-f][1,2,4]triazin-7-yl}-5-cyano-4-hydroxy-3-[(2-methylpropanoyl)oxy]oxolan-2-yl]methyl propanoate